2-chloro-6-iodo-4-(pyridin-4-yl)quinoline [(Z)-non-3-enyl]hexanedioate C(C\C=C/CCCCC)OC(CCCCC(=O)O)=O.ClC1=NC2=CC=C(C=C2C(=C1)C1=CC=NC=C1)I